5-chloro-2-fluoro-4-((5,6,7,8-tetrahydroisoquinolin-5-yl)amino)-N-(thiazol-2-yl)benzenesulfonamide 2,2,2-trifluoroacetate FC(C(=O)O)(F)F.ClC=1C(=CC(=C(C1)S(=O)(=O)NC=1SC=CN1)F)NC1C=2C=CN=CC2CCC1